C(C)(C)(C)NCCNC(C)(C)C di-tert-butyl-1,2-ethylenediamine